ClCC1=NN(C=N1)C 3-(Chloromethyl)-1-methyl-1H-[1,2,4]-triazole